C(C)(C)C1=NC=NO1 5-isopropyl-1,2,4-oxadiazol